C(C)(C)(CC)C1=C(C=C(C(=C1)O)C(C)(C)CC)O 2,5-ditert-pentyl-1,4-benzenediol